NC1=CC=C(C(=O)NC2=CC(=C(OC3C4C5=C(C3CC4)C=C(C=C5)OC5=C(C=C(C=C5)NC(C5=CC=C(C=C5)N)=O)C(F)(F)F)C=C2)C(F)(F)F)C=C1 3,6-bis(4-(4-amino-benzoylamino)-2-trifluoromethylphenoxy)benzonorbornane